rac-4-{5-[(1R,2S)-2-fluorocyclopropyl]-1,2,4-oxadiazol-3-yl}-4-methylpiperidine hydrochloride Cl.F[C@@H]1[C@H](C1)C1=NC(=NO1)C1(CCNCC1)C |r|